hexanedisulfonate C(CCCCCS(=O)(=O)[O-])S(=O)(=O)[O-]